BrC=1C=C(C=CC1F)NC(=NO)C1=NON=C1NCCN1N=NC(=C1)CC(C)O N-(3-bromo-4-fluorophenyl)-N'-hydroxy-4-((2-(4-(2-hydroxypropyl)-1H-1,2,3-triazol-1-yl)ethyl)amino)-1,2,5-oxadiazole-3-formamidine